6-chloro-4-((5-chloro-4-cyclopropyl-2-(N-methylmethylsulfonamido)phenyl)amino)-N-ethoxynicotinamide ClC1=NC=C(C(=O)NOCC)C(=C1)NC1=C(C=C(C(=C1)Cl)C1CC1)N(S(=O)(=O)C)C